C(C)(C)(C)OC(N[C@@H]1CN[C@@H](C1)CO)=O [(3S,5S)-5-(hydroxymethyl)-3-pyrrolidinyl]carbamic acid tert-butyl ester